CC1(C2=CC=CC=C2N(C=2C=CC=CC12)C1=CC=CC=C1)C 9,9-dimethyl-10-phenylacridine